CS(=O)(=O)C1=C2C(=NC=C1)N(N=C2CN)C2=CC=C(C=C2)OC(F)(F)F (4-(S-methylsulfonyl)-1-(4-(trifluoromethoxy)phenyl)-1H-pyrazolo[3,4-b]pyridin-3-yl)methylamine